2-ethyl-5,7-difluoro-3-((5-fluoro-4-methylpyridin-2-yl)methyl)naphthalene-1,4-dione C(C)C=1C(C2=CC(=CC(=C2C(C1CC1=NC=C(C(=C1)C)F)=O)F)F)=O